bromo-4,6-dichloro-quinoline BrC1=NC2=CC=C(C=C2C(=C1)Cl)Cl